4-((4-(difluoromethyl)bicyclo[2.2.2]octan-1-yl)amino)pyrimidine-5-carbonitrile FC(C12CCC(CC1)(CC2)NC2=NC=NC=C2C#N)F